1-bromo-3-methyl-isoquinolin-4-ol BrC1=NC(=C(C2=CC=CC=C12)O)C